(1R*,3S*)-1-([1,1'-biphenyl]-3-ylmethyl)-3-azidocyclopentane C1(=CC(=CC=C1)C[C@@H]1C[C@H](CC1)N=[N+]=[N-])C1=CC=CC=C1 |o1:7,9|